ClC=1N(C2=C(C(=CC=C2C1SC=1C=C(C(=O)O)C=CC1)Cl)F)C=1C=NN(C1)CCC 3-((2,6-dichloro-7-fluoro-1-(1-propyl-1H-pyrazol-4-yl)-1H-indol-3-yl)thio)benzoic acid